C[SiH](C)[Hf](C1(C=CC=C1)CCC)C1(C=CC=C1)CCC dimethylsilyl-bis(n-propyl-cyclopentadienyl)hafnium